ethyl 2-(4-methoxyphenyl)thiazole-4-carboxylate COC1=CC=C(C=C1)C=1SC=C(N1)C(=O)OCC